C(C)N(C)CC=1C=CC2=C(N=C(O2)NC2=NC3=C(N2C)C=CC(=C3)F)C1 5-((ethyl(methyl)amino)methyl)-N-(5-fluoro-1-methyl-1H-benzo[d]imidazol-2-yl)benzo[d]oxazol-2-amine